((2R,3S,4R,5R)-5-(4-aminopyrrolo[2,1-f][1,2,4]triazine-7-yl)-5-cyano-3,4-dihydroxytetrahydrofuran-2-yl)methyl carbonate C(OC[C@H]1O[C@@]([C@@H]([C@@H]1O)O)(C#N)C1=CC=C2C(=NC=NN21)N)([O-])=O